(2S,3R)-2-Amino-3-(tert-butoxy)-N-(4-(((S)-2-oxo-4-(trifluoromethyl)imidazolidin-1-yl)methyl)pyridin-2-yl)butanamide N[C@H](C(=O)NC1=NC=CC(=C1)CN1C(N[C@@H](C1)C(F)(F)F)=O)[C@@H](C)OC(C)(C)C